C(CCC)S(=O)(=O)C=1C(=NC2=CC=C(C=C2C1C1=CC=CC=C1)Cl)O 3-(butane-1-sulfonyl)-6-chloro-4-phenylquinolin-2-ol